C(C)C1=C(C=CC(=C1)F)NC1=C(C(=O)O)C=C(C=C1)C(F)(F)F 2-((2-ethyl-4-fluorophenyl)-amino)-5-(trifluoromethyl)-benzoic acid